N-(4-fluoro-5-(((2S,4R)-2-methyl-4-((4-(4-methylpiperazin-1-yl)pyridin-2-yl)oxy)pyrrolidin-1-yl)methyl)thiazol-2-yl)acetamide FC=1N=C(SC1CN1[C@H](C[C@H](C1)OC1=NC=CC(=C1)N1CCN(CC1)C)C)NC(C)=O